FC(CN1N=CC=C1C(=O)N)(F)F 2-(2,2,2-trifluoro-ethyl)pyrazole-3-carboxamide